4-[6-(dimethylcarbamoyl)-5-(4-fluorophenyl)-1H-pyrazolo[4,3-g]quinolin-7-yl]-3-methoxy-benzoic acid CN(C(=O)C=1C(=NC2=CC3=C(C=C2C1C1=CC=C(C=C1)F)C=NN3)C3=C(C=C(C(=O)O)C=C3)OC)C